4-(aminocarbonyl)-2-[3-bromo-4-[(2,4-difluorobenzyl)oxy]-6-methyl-2-oxopyridin-1(2H)-yl]benzoic acid methyl ester COC(C1=C(C=C(C=C1)C(=O)N)N1C(C(=C(C=C1C)OCC1=C(C=C(C=C1)F)F)Br)=O)=O